FC(C=1N=C(C2=CC=CC=C2C1)SCC(=O)C1=CC=C(S1)CNC(C(C)(C)C)=O)(F)F N-((5-(2-((3-(trifluoromethyl)isoquinolin-1-yl)thio)acetyl)thiophen-2-yl)methyl)pivalamide